Pyridin-2-yl benzoate C(C1=CC=CC=C1)(=O)OC1=NC=CC=C1